2-((1R,6S)-6-(difluoromethyl)-3-azabicyclo[4.1.0]heptan-3-yl)-4-((2-hydroxyethyl)sulfonamido)-N-(6-methyl-2-((S)-3,3,3-trifluoro-2-hydroxypropoxy)pyrimidin-4-yl)benzamide FC([C@]12CCN(C[C@@H]2C1)C1=C(C(=O)NC2=NC(=NC(=C2)C)OC[C@@H](C(F)(F)F)O)C=CC(=C1)NS(=O)(=O)CCO)F